ClC1=C(C(=CC2=C1N=C(S2)C#N)F)NC2C(CN(CC2)C)(C)C 4-Chloro-6-fluoro-5-[(1,3,3-trimethyl-4-piperidyl)amino]-1,3-benzothiazole-2-carbonitrile